4-(2-(4-isopropylphenyl)-6-methoxy-3,4-dihydronaphthalen-1-yl)phenethyl 4-methylbenzenesulfonate CC1=CC=C(C=C1)S(=O)(=O)OCCC1=CC=C(C=C1)C1=C(CCC2=CC(=CC=C12)OC)C1=CC=C(C=C1)C(C)C